3-amino-β-carboline NC=1N=CC=2NC3=CC=CC=C3C2C1